(prop-2-yn-1-yloxy)cyclohexane C(C#C)OC1CCCCC1